methyl 2-cyclopropyl-6-fluoro-furo[3,2-b]pyridine-5-carboxylate C1(CC1)C1=CC2=NC(=C(C=C2O1)F)C(=O)OC